6-acetylmannosamine C(C)(=O)C([C@@H]1[C@H]([C@@H]([C@@H](C(O)O1)N)O)O)O